((6-(2-Chloro-6-cyclopropyl-7H-pyrrolo[2,3-d]pyridin-7-yl)pyridin-2-yl)imino)dimethyl-λ6-sulfanone ClC1=CC=2C(C(C(=NC2)C2CC2)C2=CC=CC(=N2)N=S(=O)(C)C)=N1